(1S,2S,3S,4R,5S)-5-(3-((2,3-dihydrobenzo[b][1,4]dioxin-6-yl)methyl)-4-ethylphenyl)-1-(hydroxymethyl)-6,8-dioxabicyclo[3.2.1]octane-2,3,4-triol O1C2=C(OCC1)C=C(C=C2)CC=2C=C(C=CC2CC)[C@]21[C@@H]([C@H]([C@@H]([C@](CO2)(O1)CO)O)O)O